(S)-1-methyl-N-(8-(methylamino)-5-(5-(2-methylmorpholino)benzo[d]oxazol-2-yl)-2,7-naphthyridin-3-yl)cyclopropane-1-carboxamide CC1(CC1)C(=O)NC=1N=CC2=C(N=CC(=C2C1)C=1OC2=C(N1)C=C(C=C2)N2C[C@@H](OCC2)C)NC